4-Bromo-N-(1,6'-dihydroxy-[2,2']binaphthalenyl-4-yl)-benzenesulfonamide BrC1=CC=C(C=C1)S(=O)(=O)NC1=CC(=C(C2=CC=CC=C12)O)C1=CC2=CC=C(C=C2C=C1)O